O1CCC2=C1C(=CC=C2)C=2OC(=C(N2)CN2CCC1(CC2)CCC2=CC=CC=C21)C 2-(2,3-dihydrobenzofuran-7-yl)-4-((2,3-dihydrospiro[indene-1,4'-piperidin]-1'-yl)methyl)-5-methyloxazole